ClC1=CC=C(S1)S(=O)(=O)NC1=CC=CC=C1 5-chloro-N-phenylthiophene-2-sulfonamide